CCCCCCCCCCCCCCCC(=O)OC[C@H](COP(=O)([O-])OP(=O)([O-])OC[C@@H]1[C@H]([C@H]([C@@H](O1)N2C=CC(=NC2=O)N)O)O)OC(=O)CCCCCCCCCCCCCCC The molecule is a CDP-diacylglycerol(2-) obtained by deprotonation of the diphosphate OH groups of CDP-dipalmitoyl-sn-glycerol; major species at pH 7.3. It is a conjugate base of a CDP-dipalmitoyl-sn-glycerol.